2-amino-5-(2-methylsulfonylethyl)pyrimidine-4,6-diol Sodium [Na].NC1=NC(=C(C(=N1)O)CCS(=O)(=O)C)O